methyleneselenium C=[Se]